3-((12-(dimethyl(3,3,3-trifluoropropyl)silyl)dodecyl)thio)propyl hydrogen ((((R)-1-(6-amino-9H-purin-9-yl)propan-2-yl)oxy)methyl)phosphonate NC1=C2N=CN(C2=NC=N1)C[C@@H](C)OCP(OCCCSCCCCCCCCCCCC[Si](CCC(F)(F)F)(C)C)(O)=O